N1[C@H](CCC1)C(C)O 1-[(2R)-pyrrolidin-2-yl]ethan-1-ol